O1CCC2=C1C(=CC=C2)B(O)O 2,3-DIHYDRO-1-BENZOFURAN-7-BORONIC ACID